tert-butyl ((7-(1-(((6-methyl-5-phenylpyridin-2-yl)methyl)(5,6,7,8-tetrahydroquinolin-8-yl)carbamoyl)cyclopropyl)-4-oxo-3,4-dihydrophthalazin-1-yl)methyl)carbamate CC1=C(C=CC(=N1)CN(C(=O)C1(CC1)C1=CC=C2C(NN=C(C2=C1)CNC(OC(C)(C)C)=O)=O)C1CCCC=2C=CC=NC12)C1=CC=CC=C1